BrC1=CC=2N(C=C1)N=CC2C(=O)N2CC1(C2)CC(C1)CC(=O)NC 2-(2-(5-bromopyrazolo[1,5-a]pyridine-3-carbonyl)-2-azaspiro[3.3]hept-6-yl)-N-methylacetamide